C1(CC1)S(=O)(=O)NC1=NC=CC(=N1)C(C(=O)NC1=CC=C(C=C1)C1=NC(=CN=C1)OCC)CCOC 2-(2-(cyclopropanesulfonamido)pyrimidin-4-yl)-N-(4-(6-ethoxypyrazin-2-yl)phenyl)-4-methoxybutanamide